NC1=NC(=C(C=C1C=1C=C2CCNC(C2=CC1)=O)C1=CC=C(C=C1)C1CN(CCC1)CCOC)F 6-(2-amino-6-fluoro-5-(4-(1-(2-methoxyethyl)piperidin-3-yl)phenyl)pyridin-3-yl)-3,4-dihydroisoquinolin-1(2H)-one